BrC=1C=CC2=C(CNS(O2)(=O)=O)C1 6-bromo-3,4-dihydro-1,2λ6,3-benzoxathiazine 2,2-dioxide